CC(CCCCCCCCCC(=O)[O-])O The molecule is a hydroxy fatty acid anion that is the conjugate base of 11-hydroxylauric acid, obtained by deprotonation of the carboxy group; major species at pH 7.3. It is a hydroxy fatty acid anion, a medium-chain fatty acid anion and an (omega-1)-hydroxy fatty acid anion. It derives from a dodecanoate. It is a conjugate base of an 11-hydroxylauric acid.